ClC=1C=C(C=CC1)C=1C=C(C=CC1)C1=CC(=CC=C1)C1=CC=2C(C3=CC=CC=C3C2C=C1)(C)C 2-(3''-chloro-[1,1':3',1''-terphenyl]-3-yl)-9,9-dimethyl-9H-fluorene